C(C)(C)(C)OC(=O)N1C[C@H](CCC1)SC1=NON=C1C1=NOC(N1C1=CC(=C(C=C1)F)Br)=O (S)-3-((4-(4-(3-bromo-4-fluorophenyl)-5-oxo-4,5-dihydro-1,2,4-oxadiazol-3-yl)-1,2,5-oxadiazol-3-yl)thio)piperidine-1-carboxylic acid tert-butyl ester